OC(CC(=O)O)(CO)O 3,3,4-trihydroxybutyric acid